2-(5-methyl-6-((6-methylpyridin-2-yl)carbamoyl)pyridin-3-yl)-7-(piperazin-1-yl)-9,10-dihydro-4H-benzo[d]pyrazolo[1,5-a][1,3]diazepine-3-carboxamide CC=1C=C(C=NC1C(NC1=NC(=CC=C1)C)=O)C1=NN2C(NC3=C(CC2)C=C(C=C3)N3CCNCC3)=C1C(=O)N